ClC1=C(C=CC(=C1)C)C=1C=C(C2=C(NC(=N2)CN2C(CN(CC2)C)=O)C1)C(=O)O 6-(2-chloro-4-methylphenyl)-2-[(4-methyl-2-oxopiperazin-1-yl)methyl]-1H-benzimidazole-4-carboxylic acid